CC1(CCNCC1)C1=CC=C(C=C1)OS(=O)(=O)C(F)(F)F 4-methyl-4-(4-(trifluoromethylsulfonyloxy)phenyl)piperidine